C1(CC1)N([C@@H]1CC[C@H](CC1)N(C(OC(C)(C)C)=O)C)C1=C(C=CC=C1)OCOCC[Si](C)(C)C tert-butyl (trans-4-(cyclopropyl(2-((2-(trimethylsilyl)ethoxy)methoxy) phenyl)amino)cyclohexyl)(methyl)carbamate